N[C@@H]1CC[C@H](CC1)C(=O)N(C[C@@H]1CC[C@H](CC1)C1=CC(=C(C=C1)OC)C)C1=CC(=CC=C1)C=1C=NN(C1)C(C)C Trans-4-amino-N-(3-(1-isopropyl-1H-pyrazol-4-yl)phenyl)-N-((trans-4-(4-methoxy-3-methylphenyl)cyclohexyl)methyl)cyclohexanecarboxamide